2-(Tetrahydro-1H-pyrrol-1-yl)propan-1-ol N1(CCCC1)C(CO)C